butyl 2-[7-(2,2,2-trifluoroethyl)phthalazin-1-yl]-2,7-diazaspiro[3.5]nonane-7-carboxylate FC(CC1=CC=C2C=NN=C(C2=C1)N1CC2(C1)CCN(CC2)C(=O)OCCCC)(F)F